ClC=1C(=C(C=CC1)NC1=CC=CC=C1)Cl dichlorodiphenyl-amine